CN1N=CC(=C1)C1=NN2C(=NC=3C=CC=CC3C2=N1)NC1C(NCCN(C1)C(=O)OCC1=CC=CC=C1)=O benzyl 6-{[2-(1-methyl-1H-pyrazol-4-yl) [1,2,4]triazolo[1,5-c]quinazolin-5-yl] amino}-5-oxo-1,4-diazepan-1-carboxylate